bis(2,4,6-trimethylphenyl)dichlorosilane CC1=C(C(=CC(=C1)C)C)[Si](Cl)(Cl)C1=C(C=C(C=C1C)C)C